FC1(CCN(CC1)C1=NC2=CC(=C(C=C2C(=N1)NC=1OC(=CN1)C)OC)OCCCN1CCCC1)F N-(2-(4,4-difluoropiperidin-1-yl)-6-methoxy-7-(3-(pyrrolidin-1-yl)propoxy)quinazolin-4-yl)-5-methyl-oxazol-2-amine